2-methyl-2-{5-[(3R)-3-methylmorpholin-4-yl]-3-(1H-pyrazol-5-yl)-[1,2]thiazolo[4,5-b]pyridin-7-yl}propanoic acid CC(C(=O)O)(C)C1=C2C(=NC(=C1)N1[C@@H](COCC1)C)C(=NS2)C2=CC=NN2